cyclopentaneate C1(CCCC1)C(=O)[O-]